Cl.C(C)N ethanamine hydrochloride